(4-(bromomethyl)phenyl)-N-butylacetamide BrCC1=CC=C(C=C1)CC(=O)NCCCC